myristic acid-1-13C [13C](CCCCCCCCCCCCC)(=O)O